(1S,2S,3S)-2-ethyl-N-(6-(1-((3R,4R)-4-fluoro-3-methyltetrahydrofuran-3-yl)piperidin-4-yl)-7-methylisoquinolin-3-yl)-3-(1-methyl-1H-pyrazol-4-yl)cyclopropane-1-carboxamide C(C)[C@@H]1[C@@H]([C@H]1C=1C=NN(C1)C)C(=O)NC=1N=CC2=CC(=C(C=C2C1)C1CCN(CC1)[C@@]1(COC[C@@H]1F)C)C